N-(2-aminoethyl)-N,N'-bis[2-(1-piperazinyl)ethyl]-1,2-ethanediamine NCCN(CCNCCN1CCNCC1)CCN1CCNCC1